1-(3-amino-3-oxopropyl)-imidazole NC(CCN1C=NC=C1)=O